5-ethyl-N-(3-fluoro-4-((2-oxo-2,3-dihydro-1H-imidazo[4,5-b]pyridin-7-yl)oxy)phenyl)-1-(pyrimidin-5-yl)-1H-pyrazole-4-carboxamide C(C)C1=C(C=NN1C=1C=NC=NC1)C(=O)NC1=CC(=C(C=C1)OC1=C2C(=NC=C1)NC(N2)=O)F